2-[3-[(1-tert-Butyl-3-piperidyl)amino]-5-methyl-1,2,4-triazin-6-yl]-5-(trifluoromethyl)phenol C(C)(C)(C)N1CC(CCC1)NC=1N=NC(=C(N1)C)C1=C(C=C(C=C1)C(F)(F)F)O